CN1N=CC=CC1=O 2-meth-yl-pyridazin-3-one